FC=1C=C(C=C(C1F)F)C=1C(C=CC(C1)(N)N)=C1C(=CC(N)(C=C1)N)C1=CC(=C(C(=C1)F)F)F 2,2'-bis(3,4,5-trifluorophenyl)-4,4'-benzidinediamine